FC1=C(C(=CC=C1)C)C1=CC2=C(N=C(S2)NC(=O)C2C(C2)CO)C=C1 N-(6-(2-fluoro-6-methylphenyl)benzo[d]thiazol-2-yl)-2-(hydroxymethyl)cyclopropane-1-carboxamide